(R) or (S)-4-(azetidin-1-ylmethyl)-2-fluoro-N'-((2,4,5,6-tetrahydro-1H-cyclobuta[f]inden-3-yl)carbamoyl)benzenesulfonimidamide N1(CCC1)CC1=CC(=C(C=C1)[S@@](=O)(N)=NC(NC1=C2C(=CC=3CCCC13)CC2)=O)F |o1:11|